Cyclopropane-1,1-dicarboxylic acid [4-(6,7-dimethoxy-quinolin-4-yloxy)phenyl] amide (4-fluoro-phenyl) amide FC1=CC=C(C=C1)NC(=O)C1(CC1)C(=O)NC1=CC=C(C=C1)OC1=CC=NC2=CC(=C(C=C12)OC)OC